2-chloro-6-(4-chloro-2-fluorophenylmethoxy)pyridine ClC1=NC(=CC=C1)OCC1=C(C=C(C=C1)Cl)F